FC=1C=C(C=CC1C)C=1N=NN(C1)[C@@H]1[C@H]([C@H](O[C@H]2[C@@H]1OC(OC2)(C)C)CC=NO)OC 2-((4aR,6R,7R,8R,8aR)-8-(4-(3-fluoro-4-methylphenyl)-1H-1,2,3-triazol-1-yl)-7-methoxy-2,2-dimethylhexahydropyrano[3,2-d][1,3]dioxin-6-yl)acetaldehyde oxime